3-[[4-(4-fluorophenyl)-7-hydroxy-3-isopropyl-2-quinolyl]amino]-2-methyl-propanoic acid FC1=CC=C(C=C1)C1=C(C(=NC2=CC(=CC=C12)O)NCC(C(=O)O)C)C(C)C